ethyl N-(2-chloro-5,6-dimethylthieno[2,3-d]pyrimidin-4-yl)-N-methylglycinate ClC=1N=C(C2=C(N1)SC(=C2C)C)N(CC(=O)OCC)C